[6-(thiazol-4-ylmethoxy)-5-(trifluoromethyl)-1H-indol-2-yl]methanamine hydrochloride Cl.S1C=NC(=C1)COC1=C(C=C2C=C(NC2=C1)CN)C(F)(F)F